4-isopropyl-N,N-bis(4-methoxybenzyl)-5-oxo-4,5-dihydropyrazine-2-sulfonamide C(C)(C)N1C=C(N=CC1=O)S(=O)(=O)N(CC1=CC=C(C=C1)OC)CC1=CC=C(C=C1)OC